CC(C(=O)OCC(CC)(C1=CC(=CC=C1)C(F)(F)F)NC(NC1=C(C(=CC=C1)CN1C(OC=C1)=N)N)=S)(C)C 2-[({2-amino-3-[(2-imino-2,3-dihydro-1,3-oxazol-3-yl)methyl]phenyl}carbamothioyl)amino]-2-[3-(trifluoromethyl)phenyl]butyl 2,2-dimethylpropanoate